((2S,4S)-5-chloro-6-fluoro-2-phenyl-2-((S)-pyrrolidin-2-yl)-2,3-dihydrobenzofuran-4-yl)-3-fluoro-4-(2-hydroxyethoxy)benzonitrile ClC=1C(=CC2=C(C[C@@](O2)([C@H]2NCCC2)C2=CC=CC=C2)C1C1=C(C#N)C=CC(=C1F)OCCO)F